FC1=C(C=C2C(N(C(N(C2=C1)C1CCN(CC1)C=O)=O)CC1=CC=C(C=C1)C1=NN(C=C1)C)=O)OC(CF)CF 4-{7-fluoro-6-[2-fluoro-1-(fluoromethyl)ethoxy]-3-[4-(1-methyl-1H-pyrazol-3-yl)benzyl]-2,4-dioxo-3,4-dihydroquinazolin-1(2H)-yl}piperidine-1-carbaldehyde